[Zn+2].C(C=CC1=CC=CC=C1)=O cinnamaldehyde Zinc (II)